(1S,3S,5S)-N-((4-(4,5-dihydro-1H-imidazol-2-yl)thiophen-2-yl)methyl)-5-methyl-2-((4-phenoxybenzoyl)glycyl)-2-azabicyclo[3.1.0]hexane-3-carboxamide N1C(=NCC1)C=1C=C(SC1)CNC(=O)[C@H]1N([C@H]2C[C@]2(C1)C)C(CNC(C1=CC=C(C=C1)OC1=CC=CC=C1)=O)=O